CN1C2=C(C=3C=CC(=CC13)C=1C=CC(=NC1)OC1CC(C1)O)C=NC=C2 (1r,3r)-3-((5-(5-methyl-5H-pyrido[4,3-b]indol-7-yl)pyridin-2-yl)oxy)cyclobutanol